C(O)(O)=O.C(C1=CC=CC=C1)N1C(CCC1=O)=O N-benzyl-succinimide carbonate